pyrazolo[1,5-a]pyridine-3-carbonitrile hydrobromide Br.N1=CC(=C2N1C=CC=C2)C#N